CN(CCC(C(=O)O)=C)C.CN(CCC(C(=O)O)=C)C 2-dimethylaminoethyl-acrylic acid (2-dimethylaminoethyl acrylate)